N=1C=NN2C1C=C(C=C2)O[C@@H]2C[C@@H](N(C2)CC2=C(N=C(S2)NC(C)=O)F)C N-(5-(((2S,4R)-4-([1,2,4]triazolo[1,5-a]pyridin-7-yloxy)-2-methylpyrrolidin-1-yl)methyl)-4-fluorothiazol-2-yl)acetamide